C1(=CC=CC=C1)N1C[C@H](CC1)NC(=O)C1(CC2=CC=CC=C2C1)CC(=O)O 2-[2-[[(3S)-1-phenylpyrrolidin-3-yl]carbamoyl]indan-2-yl]acetic acid